ClC=1C=C(C=CC1)N=C1C(N(C2=CC=CC=C12)CC1=CC=C(C=C1)[N+](=O)[O-])=O 3-((3-chlorophenyl)imino)-1-(4-nitrobenzyl)indolin-2-one